4-(4-chloro-2-pyrimidinyl)-2,6-cis-dimethylmorpholine ClC1=NC(=NC=C1)N1C[C@H](O[C@H](C1)C)C